5-(((trans-3-(4-(6-(cyclobutylamino)pyridin-2-yl)-3-cyclopropyl-1H-pyrazol-1-yl)cyclobutyl)methyl)amino)-2-(2,6-dioxopiperidin-3-yl)isoindoline-1,3-dione C1(CCC1)NC1=CC=CC(=N1)C=1C(=NN(C1)[C@@H]1C[C@H](C1)CNC=1C=C2C(N(C(C2=CC1)=O)C1C(NC(CC1)=O)=O)=O)C1CC1